C(C)C1(OC(OC1(F)F)=O)F 4-ethyl-4,5,5-trifluoro-1,3-dioxolane-2-one